C(C)C1=NN=C(O1)[C@@]12C[C@@H](C[C@@H](N1C(=O)NC1=NC=C(C(=C1)C1=NN(C=N1)C)C(F)(F)F)C2)C (1S,3R,5R)-1-(5-ethyl-1,3,4-oxadiazol-2-yl)-3-methyl-N-(4-(1-methyl-1H-1,2,4-triazol-3-yl)-5-(trifluoromethyl)pyridin-2-yl)-6-azabicyclo[3.1.1]heptane-6-carboxamide